{4-[(3S)-3-{[(1R)-1-(naphthalen-1-yl)ethyl]amino}tetrahydro-1H-pyrrol-1-yl]-3-methoxyphenyl}acetic acid ethyl ester C(C)OC(CC1=CC(=C(C=C1)N1C[C@H](CC1)N[C@H](C)C1=CC=CC2=CC=CC=C12)OC)=O